2'-chloro-N-(5-((1R,3R)-3-hydroxy-3-(trifluoromethyl)cyclopentane-1-carbonyl)-5,6-dihydro-4H-pyrrolo[3,4-d]thiazol-2-yl)-5'-methoxy-6-methyl-[4,4'-bipyridine]-3-carboxamide ClC1=NC=C(C(=C1)C1=C(C=NC(=C1)C)C(=O)NC=1SC2=C(N1)CN(C2)C(=O)[C@H]2C[C@](CC2)(C(F)(F)F)O)OC